(R)-2-chloro-N-(5-cyano-6-(difluoromethoxy)pyridin-3-yl)-8,8-dimethyl-7,8-dihydro-6H-cyclopenta[e]pyrazolo[1,5-a]pyrimidine-6-carboxamide ClC1=NN2C(N=CC3=C2C(C[C@H]3C(=O)NC=3C=NC(=C(C3)C#N)OC(F)F)(C)C)=C1